S(=O)(=O)([O-])[O-].C(C=C)[N+](C)(CCO)CC=C.C(C=C)[N+](CC=C)(CCO)C diallyl-(hydroxyethyl)methyl-ammonium sulfate